2-[(1,1-Dimethylethoxy)carbonyl]-N6-[(phenylmethoxy)carbonyl]-L-lysine-1,1-dimethylethyl ester CC(C)(C)OC(C(N)(CCCCNC(=O)OCC1=CC=CC=C1)C(=O)OC(C)(C)C)=O